(4-fluorobicyclo[2.2.1]heptan-1-yl)((2S,5S)-9-((3-methoxyphenyl)ethynyl)-2,3-dihydro-2,5-methanopyrido[3,4-f][1,4]oxazepin-4(5H)-yl)methanone FC12CCC(CC1)(C2)C(=O)N2C[C@H]1OC3=C([C@@H]2C1)C=NC=C3C#CC3=CC(=CC=C3)OC